tert-butyl 2-(2-(2-methoxy-10H-phenothiazin-10-yl)ethyl)piperidine-1-carboxylate COC1=CC=2N(C3=CC=CC=C3SC2C=C1)CCC1N(CCCC1)C(=O)OC(C)(C)C